N(C1=CC=CC=C1)C(=O)NS(=O)(=O)F ((anilino)carbonyl)sulfamoyl fluoride